CN(CCOC1=CC=C(C=NNC2=CC=C(C(=O)O)C=C2)C=C1)C 4-(2-(4-(2-(dimethylamino)ethoxy)benzylidene)hydrazino)benzoic acid